N-[(3S)-3-(4-chlorophenyl)-3-hydroxypropyl]-5-{2-acetamidoimidazo[1,2-b]pyridazin-6-yl}-2,4-dimethylbenzamide ClC1=CC=C(C=C1)[C@H](CCNC(C1=C(C=C(C(=C1)C=1C=CC=2N(N1)C=C(N2)NC(C)=O)C)C)=O)O